2-(6-(6-(4-((6-bromo-2-(2,6-dioxopiperidin-3-yl)-1-oxoisoindolin-5-yl)methyl)piperazin-1-yl)pyridazin-3-yl)-1-oxoisoindolin-2-yl)-2-(5-fluoro-2-hydroxyphenyl)-N-(thiazol-2-yl)acetamide BrC1=C(C=C2CN(C(C2=C1)=O)C1C(NC(CC1)=O)=O)CN1CCN(CC1)C1=CC=C(N=N1)C1=CC=C2CN(C(C2=C1)=O)C(C(=O)NC=1SC=CN1)C1=C(C=CC(=C1)F)O